5-fluoro-2-methyl-4-nitropyridin-1-ium-1-olate FC=1C(=CC(=[N+](C1)[O-])C)[N+](=O)[O-]